1-Pyrrolidinecarbothioyl chloride N1(CCCC1)C(=S)Cl